5-bromo-N-(1-cyclobutylethyl)-4-(trifluoromethyl)pyridin-2-amine BrC=1C(=CC(=NC1)NC(C)C1CCC1)C(F)(F)F